2-(4-hydroxy-piperidin-1-yl)-ethanesulfonic acid {4-[6-amino-5-(2-chloro-3,6-difluoro-benzyloxy)-pyridin-3-yl]-phenyl}-amide NC1=C(C=C(C=N1)C1=CC=C(C=C1)NS(=O)(=O)CCN1CCC(CC1)O)OCC1=C(C(=CC=C1F)F)Cl